O=S1(CCC(CC1)C(=O)N1C2CN(CC1C2)C2=NC=C(C=C2)C2=NOC(=N2)C(F)(F)F)=O (1,1-dioxidotetrahydro-2H-thiopyran-4-yl)(3-(5-(5-(trifluoromethyl)-1,2,4-oxadiazol-3-yl)pyridin-2-yl)-3,6-diazabicyclo[3.1.1]heptan-6-yl)methanone